2-((1r,2r)-2-(benzylideneamino)-2-(5-fluoro-2-methoxyphenyl)cyclopropyl)acetamide C(C1=CC=CC=C1)=N[C@]1([C@H](C1)CC(=O)N)C1=C(C=CC(=C1)F)OC